NCCCN(CCN(C1=CC(=C(C=C1)Cl)F)C1=CC=NC2=CC=C(C=C12)C=1C=C(N(N1)C)C(=O)OC)C(=O)OCC1=CC=CC=C1 methyl 5-[4-[N-[2-[3-aminopropyl(benzyloxycarbonyl)-amino]ethyl]-4-chloro-3-fluoro-anilino]-6-quinolyl]-2-methyl-pyrazole-3-carboxylate